tert-butyl 3-(5,7-difluoro-1-benzofuran-3-yl)-5,6-dihydro-2H-pyridine-1-carboxylate FC=1C=C(C2=C(C(=CO2)C=2CN(CCC2)C(=O)OC(C)(C)C)C1)F